CO[Si](C)(C)C methoxy-trimethyl-silane